C(C)(C)[C@H]1N2C=C(C(CC2C=2OC=3C(=CC=CC3C2C1)OC)=O)C(=O)OCC ethyl (8S)-8-isopropyl-15-methoxy-4-oxo-17-oxa-7-azatetracyclo[8.7.0.0[2,7].0[11,16]]heptadeca-1(10),5,11(16),12,14-pentaene-5-carboxylate